(4-(2,4-dioxotetrahydropyrimidin-1(2H)-yl)phenoxy)acetic acid O=C1N(CCC(N1)=O)C1=CC=C(OCC(=O)O)C=C1